C(CCCCCCC\C=C/CCCCCCCCCC)(=O)[O-] gadoleate